FC(C(=O)O)(F)F.CO methanol trifluoroacetate salt